5-(4-chlorophenyl)-3-iodo-1H-pyrazole ClC1=CC=C(C=C1)C1=CC(=NN1)I